BrC1=CC=C2N=C(C(NC2=C1)=O)CC 7-bromo-3-ethylquinoxalin-2(1H)-one